C(#N)C1(CCCC1)C1=CC=C(C=C1)NC(=O)C=1C(=NC=CC1)NCC1=CC=NC=C1 N-[4-(1-cyanocyclopentyl)phenyl]-2-[(4-picolyl)amino]-3-pyridinecarboxamide